CNC(=O)C1=NC=NC(=C1)N1CC(CC1)NC1=CC=CC=C1 N-methyl-6-(3-(phenylamino)pyrrolidin-1-yl)pyrimidine-4-carboxamide